COC(=O)C1=C(C=C(C=C1)SC1CN(C1)C(=O)OC(C)(C)C)N1CCC2(CC2)CC1 tert-Butyl 3-((4-(methoxycarbonyl)-3-(6-azaspiro[2.5]octan-6-yl)phenyl)thio)azetidine-1-carboxylate